ClC1=C(C=CC=C1NC=1N=CC=C2C=C(C=NC12)CNCCO)C1=C(C(=CC=C1)C=1SC=2CNCCC2N1)C 2-(((8-((2-Chloro-2'-methyl-3'-(4,5,6,7-tetrahydrothiazolo[5,4-c]pyridin-2-yl)-[1,1'-biphenyl]-3-yl)amino)-1,7-naphthyridin-3-yl)methyl)amino)ethan-1-ol